(3-methyl-5-(3,5-dimethylphenyl)amino-1H-pyrazol-1-yl)-5,6-dimethyl-4(3H)pyrimidinone CC1=NN(C(=C1)NC1=CC(=CC(=C1)C)C)C1=NC(=C(C(N1)=O)C)C